N(=[N+]=[N-])C[C@H]1OC2=C(OC1)C=C(C=C2[C@@H](C)N[S@](=O)C(C)(C)C)F (R)-N-((1R)-1-((3R)-3-(azidomethyl)-7-fluoro-2,3-dihydrobenzo[b][1,4]dioxin-5-yl)ethyl)-2-methylpropan-2-sulfinamide